Methyl (E)-3-[2-(4-benzylsulfanyl-2-methyl-anilino)-4-(isopropylamino)pyrimidin-5-yl]prop-2-enoate C(C1=CC=CC=C1)SC1=CC(=C(NC2=NC=C(C(=N2)NC(C)C)/C=C/C(=O)OC)C=C1)C